3-chloro-4-(2-fluorophenyl)-1-(4-methoxybenzyl)-7-(4-methylthiazol-5-yl)-1,5-naphthyridin-2(1H)-one ClC=1C(N(C2=CC(=CN=C2C1C1=C(C=CC=C1)F)C1=C(N=CS1)C)CC1=CC=C(C=C1)OC)=O